2,6-dihydroxy-anthraquinone OC1=CC=2C(C3=CC=C(C=C3C(C2C=C1)=O)O)=O